2-(5-(4-cyanophenoxy) pyridin-2-yl)-2,2-difluoroacetate C(#N)C1=CC=C(OC=2C=CC(=NC2)C(C(=O)[O-])(F)F)C=C1